(2R)-2-amino-N-benzyl-3-methoxypropionamide N[C@@H](C(=O)NCC1=CC=CC=C1)COC